CN(C)CC=1N=NN(C1)[C@@H]1CN(C[C@H]1OCC1=CC=C(C=C1)C(F)(F)F)C(C=C)=O 1-(trans-3-(4-((dimethylamino)methyl)-1H-1,2,3-triazol-1-yl)-4-(4-(trifluoromethyl)benzyloxy)pyrrolidin-1-yl)prop-2-en-1-one